C1(=CC=CC=C1)C=1N=C(SC1)NC(C1=C(C=CC=C1)NC(C(F)(F)F)=O)=O N-(4-Phenylthiazol-2-yl)-2-(2,2,2-trifluoroacetamido)benzamide